(6S,8S,9S,10R,11S,13S,14S,17R)-11,17-dihydroxy-17-(2-hydroxyacetyl)-6,10,13-trimethyl-7,8,9,11,12,14,15,16-octahydro-6H-cyclopenta[a]phenanthren-3-one O[C@H]1C[C@@]2([C@](CC[C@H]2[C@@H]2C[C@@H](C3=CC(C=C[C@@]3([C@@H]12)C)=O)C)(C(CO)=O)O)C